COC1=CC(=CC2=C1N=CN2C2=CC=C(C=C2)OC)N2CCOCC2 4-(7-methoxy-3-(4-methoxyphenyl)-3H-benzo[d]Imidazol-5-yl)morpholine